1-(2-((4-fluorophenyl)amino)-5-methylpyridin-4-yl)-1H-imidazole-4-carboxylic acid FC1=CC=C(C=C1)NC1=NC=C(C(=C1)N1C=NC(=C1)C(=O)O)C